5-(4-((4R)-4-(4-chlorobenzyl)-3-azabicyclo[4.1.0]heptan-3-yl)piperidin-1-yl)-4H-1,2,4-triazol-3-amine 2,2,2-trifluoroacetate FC(C(=O)O)(F)F.ClC1=CC=C(C[C@@H]2N(CC3CC3C2)C2CCN(CC2)C=2NC(=NN2)N)C=C1